O=C1NC2=CC=C(C=C2C1)NC(C1=CC=NC=C1)=O N-(2-oxoindolin-5-yl)isonicotinamide